NCC1(C2CCN(CC12)C1=CN=C2C(=N1)NN=C2C2=C(C1=CN(N=C1C=C2)C)Cl)C(=O)N(C)C 7-(aminomethyl)-3-(3-(4-chloro-2-methyl-2H-indazol-5-yl)-1H-pyrazolo[3,4-b]pyrazin-6-yl)-N,N-dimethyl-3-azabicyclo[4.1.0]heptane-7-carboxamide